3-(ISOXAZOL-4-YL)PROPANOIC ACID O1N=CC(=C1)CCC(=O)O